CC1=CC=CC(=N1)C1=C(N=CN1)C=1C=C2C=C(C=NC2=CC1)C(=O)OCC1CC2(CNC2)C1 2-azaspiro[3.3]heptan-6-ylmethyl 6-[5-(6-methyl-2-pyridyl)-1H-imidazol-4-yl]quinoline-3-carboxylate